1-(3-bromophenyl)-3-(5-chloro-2-hydroxymethylphenyl)urea BrC=1C=C(C=CC1)NC(=O)NC1=C(C=CC(=C1)Cl)CO